N-((1R,5S,6s)-3-azabicyclo[3.1.0]hex-6-yl)-2-(4-(methylcarbamoyl)phenyl)benzo[d]imidazo[2,1-b]thiazole-7-carboxamide formate C(=O)O.[C@@H]12CNC[C@H]2C1NC(=O)C1=CC2=C(N3C(S2)=NC(=C3)C3=CC=C(C=C3)C(NC)=O)C=C1